FC1=C2C(=CN(C2=CC=C1)C(=O)OC(C)(C)C)C=O tert-Butyl 4-fluoro-3-formyl-1H-indole-1-carboxylate